6-(2-chloro-3,5-di(methoxy-d3)phenyl)-N-(cyclopropylmethyl)-2-(methylthio)pyrido[3,4-d]pyrimidine-8-amine ClC1=C(C=C(C=C1OC([2H])([2H])[2H])OC([2H])([2H])[2H])C1=CC2=C(N=C(N=C2)SC)C(=N1)NCC1CC1